FC1(CCN(CCC1)C1=NC2=CC(=CC=C2C=C1C(=O)NC1=CC(=CC=C1)O)F)F 2-(4,4-difluoroazepan-1-yl)-7-fluoro-N-(3-hydroxyphenyl)quinoline-3-carboxamide